O=C1NC=CC2=C1SC(=C2)C2CCN(CC2)C(=O)OC(C)(C)C tert-butyl 4-[7-oxo-6H-thieno[2,3-c]pyridin-2-yl]piperidine-1-carboxylate